FC1=CC(=C2CN(C(C2=C1)=O)C1C(NC(CC1)=O)=O)C1CCN(CC1)CCCCCC1=CC(=CC=C1)C1=NC=2N(C(=C1)N1CCN(CC1)CCO)N=C(C2C2=CC=CC=C2)C 3-(6-fluoro-4-(1-(5-(3-(7-(4-(2-hydroxyethyl)piperazin-1-yl)-2-methyl-3-phenyl-pyrazolo[1,5-a]pyrimidin-5-yl)phenyl)pentyl)piperidin-4-yl)-1-oxoisoindolin-2-yl)piperidine-2,6-dione